COC(=O)C=1SC=CC1C(=O)Cl 3-(chlorocarbonyl)thiophene-2-carboxylic acid methyl ester